5-(trifluoromethyl)benzo[b]thiophene FC(C1=CC2=C(SC=C2)C=C1)(F)F